3-tetrahydropyran-4-yl-isoquinolin-2-ium O1CCC(CC1)C=1[NH+]=CC2=CC=CC=C2C1